S(=O)(=O)(O)CCCC=1C(=NC=CC1C1=CC=NC=C1)CCCS(=O)(=O)O bis(3-sulfopropyl)-4,4'-bipyridine